O[C@H]1[C@H](CC2=CC(=CC=C12)O)C(=O)NN (1S,2S)-2,3-Dihydro-1,5-dihydroxy-1H-indene-2-carboxylic acid hydrazide